CN1C(=NC2=C1C=CC=C2)N2CC1(CC2)C(NC(CC1)=O)=O 2-(1-methyl-1H-benzo[d]imidazol-2-yl)-2,7-diazaspiro[4.5]decane-6,8-dione